5-(8,9-dihydro-7H-cyclopenta[c][1,2,4]triazolo[1,5-a]pyridin-6-yl)-4-isopropyl-3-methyl-2-(1-((3-methyloxetan-3-yl)methyl)piperidin-4-yl)-6H-thieno[2,3-b]pyrrole N=1C=NN2C1C1=C(C(=C2)C2=C(C3=C(N2)SC(=C3C)C3CCN(CC3)CC3(COC3)C)C(C)C)CCC1